7-(5H-imidazo[5,1-a]isoindol-5-yl)-5,6,7,8-tetrahydroimidazo[1,2-a]pyridin-8-ol C=1N=CN2C1C1=CC=CC=C1C2C2C(C=1N(CC2)C=CN1)O